ClC1=CC=C(C=C1)C=1N=C2N(C=CC=C2)C1CN1[C@@H]2CN([C@H](C1)CC2)C(=O)C2=NC(=CC=C2)OC (-)-[(1S,4S)-5-{[2-(4-Chlorophenyl)imidazo[1,2-a]pyridin-3-yl]methyl}-2,5-diazabicyclo[2.2.2]oct-2-yl](6-methoxypyridin-2-yl)methanon